1-(triethoxysilylpropyl)-3-dodecylimidazole tetrafluoroborate F[B-](F)(F)F.C(C)O[Si](OCC)(OCC)CCCN1CN(C=C1)CCCCCCCCCCCC